ClC1=NC(=NC=C1C(F)(F)F)NC1C(CN(CC1)C(=O)[O-])C 4-((4-chloro-5-(trifluoromethyl)pyrimidin-2-yl)amino)-3-methylpiperidine-1-carboxylate